1,3-bis(tetrahydro-2H-pyran-4-yl)propane-1,3-dione O1CCC(CC1)C(CC(=O)C1CCOCC1)=O